3-(2-(dimethylamino)-2-(thiophen-3-yl)ethyl)-1-methyl-1-(1,2,3,4-tetrahydronaphthalen-1-yl)urea hydrochloride Cl.CN(C(CNC(N(C1CCCC2=CC=CC=C12)C)=O)C1=CSC=C1)C